C(C=C)N1CCC(CC1)N(C)C 1-allyl-N,N-dimethylpiperidin-4-amine